3-(3-(4-hydroxypiperidin-1-yl)-5-(trifluoromethyl)phenyl)-1-methyl-1-(1-(pyrazin-2-yl)piperidin-4-yl)urea OC1CCN(CC1)C=1C=C(C=C(C1)C(F)(F)F)NC(N(C1CCN(CC1)C1=NC=CN=C1)C)=O